C(C=C)OC(C(=C)Cl)=O 2-chloroacrylic acid allyl ester